(2,2'-biphenylyl) phosphonate P(OC1=C(C=CC=C1)C1=CC=CC=C1)([O-])=O